1-nonanethiol C(CCCCCCCC)S